C(C)CC=1C(=C(C(=C(C1C(=O)[O-])O)Cl)O)Cl ethyldichloroorsellinate